N-(2,2-difluoroethyl)-6-fluoro-1-methyl-N-(3-(4,4,4-trifluoro-3,3-dimethylbut-1-yn-1-yl)phenyl)-[1,2,4]triazolo[4,3-a]quinazolin-5-amine FC(CN(C1=NC=2N(C3=CC=CC(=C13)F)C(=NN2)C)C2=CC(=CC=C2)C#CC(C(F)(F)F)(C)C)F